ClC1=NC=C(C(=C1)[Sn](C)(C)C)Cl 2,5-dichloro-4-(trimethylstannanyl)pyridine